N-(pyridine-2-yl)propionamide N1=C(C=CC=C1)NC(CC)=O